3-amino-1-propanesulfonic acid NCCCS(=O)(=O)O